n-nonylhafnium C(CCCCCCCC)[Hf]